C(C)(C)(C)C1=CC(=C(C=C1O)C)C 6-tert-butyl-3,4-di-methylphenol